N[C@H](C(C)C)C(=O)OCCCC(=O)O 4-((D-valyl)oxy)butyric acid